CN(C1CN(C1)C1=CC2=C(N=C(S2)CNC(=O)C2(CC3=CC=CC=C3C2)CC(=O)O)C=C1)C 2-(2-(((6-(3-(dimethylamino)azetidin-1-yl)benzo[d]thiazol-2-yl)methyl)carbamoyl)-2,3-dihydro-1H-inden-2-yl)acetic acid